E-3,5-dimethoxy-4-isopropylstilbene COC=1C=C(C=C(C1C(C)C)OC)\C=C\C1=CC=CC=C1